2-(4-((4-(4-(2-(10-(4-(2-fluoro-5-((4-oxo-3,4-dihydrophthalazin-1-yl)methyl)benzoyl)piperazin-1-yl)-10-oxodecanamido)ethoxy)phenyl)piperidin-1-yl)sulfonyl)benzamido)acetic acid FC1=C(C(=O)N2CCN(CC2)C(CCCCCCCCC(=O)NCCOC2=CC=C(C=C2)C2CCN(CC2)S(=O)(=O)C2=CC=C(C(=O)NCC(=O)O)C=C2)=O)C=C(C=C1)CC1=NNC(C2=CC=CC=C12)=O